2,4,6-Tris(biphenyl-4-yl)-1,3,5-triazin C1(=CC=C(C=C1)C1=NC(=NC(=N1)C1=CC=C(C=C1)C1=CC=CC=C1)C1=CC=C(C=C1)C1=CC=CC=C1)C1=CC=CC=C1